CC1=C(CN2C(C=CC3=C2N=CN=C3)=O)C=CC=C1 8-(2-methylbenzyl)pyrido[2,3-d]Pyrimidin-7(8H)-one